N1-(6-amino-5-methylpyridin-3-yl)-N2-(1-(thiazol-4-yl)ethyl)-N2-((5-(trifluoromethyl)pyridin-2-yl)methyl)oxalamide NC1=C(C=C(C=N1)NC(C(=O)N(CC1=NC=C(C=C1)C(F)(F)F)C(C)C=1N=CSC1)=O)C